C(C)OC1=C(C(C1=O)=O)NC1=CC=C(C(=O)NCCOCCOCCOC2O[C@@H]([C@H]([C@@H]([C@H]2O)O)O)CO)C=C1 4-((2-ethoxy-3,4-dioxocyclobut-1-en-1-yl)amino)-N-(2-(2-(2-(((3R,4S,5S,6R)-3,4,5-trihydroxy-6-(hydroxymethyl)tetrahydro-2H-pyran-2-yl)oxy)ethoxy)ethoxy)ethyl)benzamide